1-(2,5-dichloropyrimidin-4-yl)indole-3-carboxylic acid ClC1=NC=C(C(=N1)N1C=C(C2=CC=CC=C12)C(=O)O)Cl